4-cyclohexane-methanediol C1CCC(CC1)C(O)O